Cl.N[C@@H]1CN(CCC1)C1=NC2=C(N1[C@H](CC)C1=NC=C(C#N)C=C1)C=CC=C2 6-((R)-1-(2-((S)-3-aminopiperidin-1-yl)-1H-benzo[d]imidazol-1-yl)propyl)nicotinonitrile hydrochloride